FC=1C=CC(=C2C=C(N(C12)CCNC1=CC(=NC=N1)C1=CC(=C(C=C1)CC(=O)O)OC)C)OC (4-{6-[2-(7-Fluoro-4-methoxy-2-methyl-indol-1-yl)-ethylamino]-pyrimidin-4-yl}-2-methoxy-phenyl)-acetic acid